ClC=1C=C(C=NC1OCCC1OCCC1)S(=O)(=O)NC(C1=C(C=CC=C1)OC=1C=C2C(=NC1)NC=C2)=O N-({5-chloro-6-[2-(tetrahydrofuran-2-yl)ethoxy]pyridin-3-yl}sulfonyl)-2-(1H-pyrrolo[2,3-b]pyridin-5-yloxy)benzamide